methyl 3-chloro-5-methyl-benzoate ClC=1C=C(C(=O)OC)C=C(C1)C